2-[4-[2-(4-chloro-2-fluoro-phenyl)-2,3-dihydro-1,4-benzodioxin-5-yl]phenyl]acetic acid ClC1=CC(=C(C=C1)C1COC2=C(O1)C=CC=C2C2=CC=C(C=C2)CC(=O)O)F